C(C)O\C=C(/C#N)\C(CC)=O (E)-2-(ethoxymethylene)-3-oxopentanenitrile